C[Sn](C1=NC=C2C=CC=NC2=C1)(C)C 7-(trimethylstannyl)-1,6-naphthyridine